tert-butyl 4-chloro-6-((6-cyano-4-(4-methylpiperazin-1-yl)pyridin-2-yl)amino)-1H-indole-1-carboxylate ClC1=C2C=CN(C2=CC(=C1)NC1=NC(=CC(=C1)N1CCN(CC1)C)C#N)C(=O)OC(C)(C)C